7-((tert-butyldimethylsilyl)oxy)-5-(5-fluoropyridin-3-yl)-2,5,6,7-tetrahydro-3H-pyrrolo[2,1-c][1,2,4]triazol-3-one [Si](C)(C)(C(C)(C)C)OC1CC(N2C1=NNC2=O)C=2C=NC=C(C2)F